2-methyl-4-oxobutanoic acid tert-butyl ester C(C)(C)(C)OC(C(CC=O)C)=O